C12CN(CC(CC1)O2)C=2C=C(C=1N(N2)C(=NC1)C1=NNC=C1)N1C2COCC1CC2 8-(2-(8-oxa-3-azabicyclo[3.2.1]octane-3-yl)-7-(1H-pyrazol-3-yl)imidazolo[1,5-b]pyridazin-4-yl)-3-Oxa-8-azabicyclo[3.2.1]octane